BrC1=NC=C(C=C1N1CCN(CC1)[C@H]1CC2(CN(C2)C(=O)OCC)CC1)F ethyl (6R)-6-[4-(2-bromo-5-fluoro-3-pyridyl)piperazin-1-yl]-2-azaspiro[3.4]octane-2-carboxylate